5-bromo-6,7-dihydro-5H-cyclopenta[b]pyrazine BrC1CCC2=NC=CN=C21